C(#N)C=1C(=NC(=C(C1CC)C#N)N1CCC(CC1)N1CC(CC1)(F)F)SC(C(=O)N)C1=CC=CC=C1 2-((3,5-dicyano-6-(4-(3,3-difluoropyrrolidin-1-yl)piperidin-1-yl)-4-ethylpyridin-2-yl)sulfanyl)-2-phenylacetamide